3-(2-(ethoxymethyl)-5-methylphenyl)-2-iminothiazolidin-4-one C(C)OCC1=C(C=C(C=C1)C)N1C(SCC1=O)=N